(1R,2R)-N-(7-chloro-6-(1-((3S,4S)-4-hydroxy-3-methyltetrahydrofuran-3-yl)piperidin-4-yl)isoquinolin-3-yl)-2-(tetrahydro-2H-pyran-2-yl)cyclopropane-1-carboxamide ClC1=C(C=C2C=C(N=CC2=C1)NC(=O)[C@H]1[C@@H](C1)C1OCCCC1)C1CCN(CC1)[C@]1(COC[C@H]1O)C